ClC1=CC=C(C(=O)NC(C(=O)OCC2OCCCC2)CC2=CC(NC3=CC=CC=C23)=O)C=C1 tetrahydropyran-2-ylmethyl 2-(4-chlorobenzoylamino)-3-(2-oxo-1,2-dihydroquinolin-4-yl)propionate